COC(=O)C=1C=CC2=C(N=C(C3=CC=NC=C23)NCCOCCC[C@H](C)NC(=O)OC(C)(C)C)C1.FC1=C(C(=C(C(=C1[B-](C1=C(C(=C(C(=C1F)F)F)F)F)(C1=C(C(=C(C(=C1F)F)F)F)F)C1=C(C(=C(C(=C1F)F)F)F)F)F)F)F)F.C(C)(C)(C)C1=CC=C(C=C1)[I+]C1=CC=C(C=C1)C(C)(C)C bis(4-tert-butylphenyl)iodonium tetrakis(pentafluorophenyl)borate (S)-Methyl-5-((2-((4-((tert-butoxycarbonyl)amino)pentyl)oxy)ethyl)amino)benzo[c][2,6]naphthyridine-8-carboxylate